CC=1N(C(=CC1)C)CCO 2-(2,5-dimethyl-pyrrol-1-yl)ethanol